NC1=NC=NC=C1 4-Aminopyrimidine